C1(=CC=C(C=C1)C1=CC=CC=C1)CC(C(=O)[O-])=O 4,4'-biphenylpyruvate